COC(=O)C=1C=C2C(=CC=NC2=CC1OC)OC1=NC=C(C=C1)[N+](=O)[O-] 7-Methoxy-4-((5-nitropyridin-2-yl)oxy)quinoline-6-carboxylic acid methyl ester